OC=1C(=C(C(=C(C1)C(C(=O)[O-])=C)O)O)O.[Na+] sodium tetrahydroxyphenylacrylate